COCCC1=CC=CC2=C1N=C(O2)C2CCN(CC2)C2=C(C(N(C1=CC=CC=C21)C)=O)C#N 4-{4-[4-(2-Methoxyethyl)-1,3-benzoxazol-2-yl]piperidin-1-yl}-1-methyl-2-oxo-1,2-dihydroquinoline-3-carbonitrile